N1(CCCCC1)CC1=CC=C2C(=NC(=NN21)N2[C@@H](CCC2)C(=O)N)NC=2N=CN(C2)C2=CC(=C(C(=C2)OC)OC)OC (S)-1-(7-(piperidin-1-ylmethyl)-4-((1-(3,4,5-trimethoxyphenyl)-1H-imidazol-4-yl)amino)pyrrolo[2,1-f][1,2,4]triazin-2-yl)pyrrolidine-2-carboxamide